BrC1=C(C(=O)NC23CC(C2)(C3)C(F)(F)F)C=C(C(=C1)F)F 2-bromo-4,5-difluoro-N-[3-(trifluoromethyl)-1-bicyclo[1.1.1]pentanyl]benzamide